[C@@H]12N(C[C@@H](CC1)C2)C=2C=C1C(=CC=NC1=CC2)C(=O)NCC(=O)N2CSC[C@H]2C#N |&1:0,3| 6-((1RS,4SR)-2-Azabicyclo[2.2.1]heptan-2-yl)-N-(2-((R)-4-cyanothiazolidin-3-yl)-2-oxoethyl)quinoline-4-carboxamide